ClC1=CC=C2C=CNC2=C1 6-chloro-1H-indole